FC1(C(CC1)(C(F)(F)F)F)F 1,1,2-trifluoro-2-(trifluoromethyl)cyclobutane